tert-butyl 4-{4-[1-(2,6-dioxopiperidin-3-yl)-3-methyl-2-oxo-1,3-benzodiazol-5-yl]but-3-yn-1-yl}piperidine-1-carboxylate O=C1NC(CCC1N1C(N(C2=C1C=CC(=C2)C#CCCC2CCN(CC2)C(=O)OC(C)(C)C)C)=O)=O